N1C(C=CC2=CC=C3C(=C12)C1=C(S3)C=CC=C1)=O [1]benzothieno[2,3-h]quinolin-2(1H)-one